[8]annulene C1=CC=CC=CC=C1